O1CCC(CC1)NC(=O)[C@@H]1CC12CCN(CC2)C(=O)OC(C(F)(F)F)C(F)(F)F |r| 1,1,1,3,3,3-hexafluoropropan-2-yl (±)-1-((tetrahydro-2H-pyran-4-yl)carbamoyl)-6-azaspiro[2.5]octane-6-carboxylate